CNC[C@@H]([C@H]([C@@H]([C@@H](CO)O)O)O)O (-)-1-deoxy-1-(methylamino)-D-glucitol